bis([1,1'-biphenyl]-4-yl)(4-difluoromethyl-quinolin-2-yl)phosphorus oxide C1(=CC=C(C=C1)P(C1=NC2=CC=CC=C2C(=C1)C(F)F)(C1=CC=C(C=C1)C1=CC=CC=C1)=O)C1=CC=CC=C1